ClC1=C(CN(C(C(=O)OC)CBr)CC2=C(C=CC=C2Cl)Cl)C(=CC=C1)Cl methyl 2-(bis(2,6-dichlorobenzyl) amino)-3-bromopropionate